BrC=1N(C(=C(N1)C(=O)O)Br)[C@@H]1[C@H](C1)C(F)(F)F 2,5-dibromo-1-[(1S,2S)-2-(trifluoromethyl)cyclopropyl]-1H-imidazole-4-carboxylic acid